{4-amino-2-[2-chloro-4-(trifluoromethoxy)anilino]-1,3-thiazol-5-yl}(phenyl)methanone NC=1N=C(SC1C(=O)C1=CC=CC=C1)NC1=C(C=C(C=C1)OC(F)(F)F)Cl